S1C=CC=C1C#C 5-thienylvinylene